C(C)(C)(C)OC(=O)N[C@@H](CC(=O)O)C(=O)NC1=C(C=CC=C1)C(=O)OC (S)-3-((tert-butoxycarbonyl)amino)-4-((2-(methoxycarbonyl)phenyl)amino)-4-oxobutanoic acid